2-methyl-1-[4-(methylthio)-phenyl]-2-morpholinyl-1-propanone CC(C(=O)C1=CC=C(C=C1)SC)(C)N1CCOCC1